N-(3'-Fluoro-5-methoxy-[1,1'-biphenyl]-3-yl)-6-(trifluoromethoxy)quinolin-4-amine FC=1C=C(C=CC1)C1=CC(=CC(=C1)OC)NC1=CC=NC2=CC=C(C=C12)OC(F)(F)F